C(C)C=1C=C(C=NC1)C(=O)N 5-ethyl-pyridine-3-carboxamide